C(C)(=O)OCC=1C(=NC(=CC1)F)C (6-fluoro-2-methylpyridin-3-yl)methyl acetate